C1OCC12CN(C2)CC2=C(C=C(C=C2)C2=NC=CC(=C2Cl)C=2C(=C(C=CC2)C2=CC=C(C(=N2)OC)CN2CC1(COC1)C2)Cl)OC 6-((6-(3-(2-(4-((2-Oxa-6-azaspiro[3.3]heptan-6-yl)methyl)-3-methoxyphenyl)-3-chloropyridin-4-yl)-2-chlorophenyl)-2-methoxypyridin-3-yl)methyl)-2-oxa-6-azaspiro[3.3]heptane